tert-butyl 3-({[(benzyloxy)carbonyl]amino}methyl)-3-hydroxyazetidine-1-carboxylate C(C1=CC=CC=C1)OC(=O)NCC1(CN(C1)C(=O)OC(C)(C)C)O